CC1[C@H]2C([C@@H](OC1)O)=C(CC2)C (1r,4as,7s,7ar)-hexahydro-4,7-dimethylcyclopenta[c]pyran-1-ol